({4-[2-(4-fluorophenyl)-5-(piperazin-1-yl)-3H-imidazo[4,5-b]pyridin-3-yl]pyridin-2-yl}methyl)(methyl)amine FC1=CC=C(C=C1)C1=NC=2C(=NC(=CC2)N2CCNCC2)N1C1=CC(=NC=C1)CNC